COC1=CC=C(C=C1)NC(=O)CC=1OC(N=C2C1C=CC=C2)C2=CC=C(C=C2)[N+](=O)[O-] ((4-methoxyphenyl)carbamoyl)methyl-2-(4-nitrophenyl)-3,1-benzoxazine